2-phenyl-1,3-propanediol diacrylate C(C=C)(=O)OCC(COC(C=C)=O)C1=CC=CC=C1